(l)-3-chloropropyltrimethoxysilane ClCCC[Si](OC)(OC)OC